2-bromomethyl-1-oxa-8-thia-3-aza-dibenzo[e,h]azulene BrCC1=NC=2C3=C(SC4=C(C2O1)C=CC=C4)C=CC=C3